(S)-(4-(5-(2,4-bis(trifluoromethyl)benzyl)-2-(2,6-diethylphenyl)-6,6-dimethyl-2,4,5,6-tetrahydropyrrolo[3,4-c]pyrazol-3-yl)-7-fluoro-1H-indol-1-yl)-L-cysteine FC(C1=C(CN2C(C3=NN(C(=C3C2)C2=C3C=CN(C3=C(C=C2)F)N[C@H](CS)C(=O)O)C2=C(C=CC=C2CC)CC)(C)C)C=CC(=C1)C(F)(F)F)(F)F